(S)-2,3-diaminopropanoate N[C@H](C(=O)[O-])CN